2-cyclohexene-1,2-dicarboxylic acid dihexyl ester C(CCCCC)OC(=O)C1C(=CCCC1)C(=O)OCCCCCC